NC1=C(C=C(C=C1)C(=O)N1CCN(CC1)C1=NC=CC=N1)OC (4-amino-3-methoxyphenyl)(4-(pyrimidin-2-yl)piperazin-1-yl)methanone